C(C)OC(C(C)(Cl)Cl)=O Ethyl-2,2-dichloropropanoat